potassium 2-propyl acrylate C(C=C)(=O)OC(C)C.[K]